Cl.NC=1C=CC(=C(C(=O)NC2=C(C(=C(C=C2)F)N)F)C1)Cl 5-amino-N-(3-amino-2,4-difluorophenyl)-2-chlorobenzamide hydrochloride